N-((1r,4r)-4-aminocyclohexyl)-4-(3-(4-fluoro-2,6-dimethylphenoxy)-5-methylphenyl)-6-methyl-7-oxo-6,7-dihydro-1H-pyrrolo[2,3-c]pyridine-2-carboxamide NC1CCC(CC1)NC(=O)C1=CC2=C(C(N(C=C2C2=CC(=CC(=C2)C)OC2=C(C=C(C=C2C)F)C)C)=O)N1